S(=O)(=O)(C1=CC=C(C)C=C1)N1C=CC2=C1N=CN=C2NN2CCC1(CC2)CCCCC1 3-[[7-(tosyl)pyrrolo[2,3-d]pyrimidin-4-yl]amino]-3-azaspiro[5.5]undecane